((1r,4r)-4-((2-((4-morpholinophenyl)amino)thieno[2,3-d]pyrimidin-4-yl)amino)cyclohexyl)methanol O1CCN(CC1)C1=CC=C(C=C1)NC=1N=C(C2=C(N1)SC=C2)NC2CCC(CC2)CO